Tris-(2-formylethyl)phosphine hydrochloride Cl.C(=O)CCP(CCC=O)CCC=O